C(\C=C\C)(=O)OC(C(C)C)CC trans-1-Ethyl-2-methylpropyl 2-butenoate